CN1[C@@H](CNCC1)C |r| racemic-1,2-dimethyl-piperazine